methyl-glucose oleate dioctanoate C(CCCCCCC)(=O)O.C(CCCCCCC)(=O)O.C(CCCCCCC\C=C/CCCCCCCC)(=O)O.CC(=O)[C@H](O)[C@@H](O)[C@H](O)[C@H](O)CO